2-[4-(hydroxyamino)-1,4-dimethyl-5-oxo-4,5-dihydro-1H-pyrazol-3-yl]-5-methanesulfonylbenzoic acid ONC1(C(=NN(C1=O)C)C1=C(C(=O)O)C=C(C=C1)S(=O)(=O)C)C